6-(1-propylazetidin-3-yl)-4-(trifluoromethyl)isoindolin-1-one C(CC)N1CC(C1)C1=CC(=C2CNC(C2=C1)=O)C(F)(F)F